N=NC=C 1,2-diaza-1,3-butadiene